(5-(5-Acetylbenzo[d]oxazol-2-yl)-8-(methylamino)-2,7-naphthyridin-3-yl)cyclopropanecarboxamide C(C)(=O)C=1C=CC2=C(N=C(O2)C2=C3C=C(N=CC3=C(N=C2)NC)C2(CC2)C(=O)N)C1